calcium 4-isobutyl-cyclohexane-1,2-dicarboxylic acid C(C(C)C)C1CC(C(CC1)C(=O)O)C(=O)O.[Ca]